C(C)(C)(C)OC(=O)NCC1CCC(CC1)C(=O)N[C@@](C(=O)O)(C)C1=CC=C(C=C1)I (S)-2-((1r,4S)-4-(((tert-butoxycarbonyl)amino)methyl)cyclohexane-1-carboxamido)(4-iodophenyl)propanoic acid